O=C1NC(CC[C@@H]1N1C(C2=CC=CC(=C2C1)OCC1=CC=C(CN2CCN(CC2)CCOCCOCCOCCC(=O)OC(C)(C)C)C=C1)=O)=O (S)-tert-Butyl 3-(2-(2-(2-(4-(4-((2-(2,6-dioxopiperidin-3-yl)-1-oxoisoindolin-4-yloxy)methyl) benzyl)piperazin-1-yl)ethoxy)ethoxy)ethoxy)propanoate